Ethyl 2-chloro-4-(trifluoromethyl)nicotinate ClC1=C(C(=O)OCC)C(=CC=N1)C(F)(F)F